[N+](=O)([O-])[O-].[N+](=O)([O-])[O-].C1(=CC=CC=C1)[S+](C1=CC=CC=C1)C1=CC=CC=C1.C1(=CC=CC=C1)[S+](C1=CC=CC=C1)C1=CC=CC=C1 triphenylsulfonium nitrate (nitrate)